1,7-Diisocyanato-4-(3-isocyanatopropyl)heptan N(=C=O)CCCC(CCCN=C=O)CCCN=C=O